3,3,5,5-tetraiodo-2,2',4,4',6,6'-hexamethyl-1,1'-biphenyl IC1(C(C(=C(C(C1C)(I)I)C)C1=C(C=C(C=C1C)C)C)C)I